CC1=CC2=C(N(N=N2)CN(CCO)CCO)C=C1 2,2'-{[(5-methyl-1H-benzotriazol-1-yl)methyl]imino}diethanol